NC1=C(C=C(C=N1)NC(C(N1C(CCCC1)C(C)CC)=O)=O)C N-(6-amino-5-methyl-3-pyridyl)-2-oxo-2-(2-Sec-butyl-1-piperidyl)Acetamide